1-(3-(4-chloro-3,5-dimethylphenoxy)propyl)-4-((4-ethoxyphenyl)sulfonyl)-3,5-dimethyl-1H-pyrrole-2-carboxylic acid ClC1=C(C=C(OCCCN2C(=C(C(=C2C)S(=O)(=O)C2=CC=C(C=C2)OCC)C)C(=O)O)C=C1C)C